NC1=NN(C2=CC=C(C=C12)C)C(=O)NC1=NC(=CC=C1)C1=NN=CN1C(C)C 3-amino-N-(6-(4-isopropyl-4H-1,2,4-triazol-3-yl)pyridin-2-yl)-5-methyl-1H-indazole-1-carboxamide